(2R)-N-(3,5-difluoro-4-(trimethylsilyl)phenyl)-2-(((3-hydroxy-1,2-oxazol-5-yl)acetyl)amino)-2-(4-(methoxymethyl)phenyl)acetamide FC=1C=C(C=C(C1[Si](C)(C)C)F)NC([C@@H](C1=CC=C(C=C1)COC)NC(CC1=CC(=NO1)O)=O)=O